(bromomethyl)-3-(4-chlorophenyl)-1-phenyl-1H-pyrazole BrCC=1C(=NN(C1)C1=CC=CC=C1)C1=CC=C(C=C1)Cl